C(C)(C)(C)OC(=O)N1C(CNCC1)C1=CC=C(C=C1)C=O (4-formylphenyl)piperazine-1-carboxylic acid tert-butyl ester